N1C=CC=2C1=NC=CC2C2=NC=CC1=C2CN(C1)C(C=C)=O 1-(4-(1H-pyrrolo[2,3-b]pyridin-4-yl)-1,3-dihydro-2H-pyrrolo[3,4-c]pyridin-2-yl)prop-2-en-1-one